C(N)(=N)N1CCC(=CC1)C1=CC(=C(C(=O)NC2=C(C=C(C=C2)C=2CCN(CC2)C(N)=N)F)C=C1)F 4-(1-carbamimidoyl-1,2,3,6-tetrahydropyridin-4-yl)-N-(4-(1-carbamimidoyl-1,2,3,6-tetrahydropyridin-4-yl)-2-fluorophenyl)-2-fluorobenzamide